Fluorine Lithium Beryllium [Be].[Li].[F]